(S)- and (R)-2-(((1-(4-chlorophenyl)-cyclopropyl)-methyl)amino)-N-(5-(1-methyl-1H-pyrazol-4-yl)pyridin-2-yl)-2-phenylacetamide ClC1=CC=C(C=C1)C1(CC1)CN[C@H](C(=O)NC1=NC=C(C=C1)C=1C=NN(C1)C)C1=CC=CC=C1 |r|